FC1(CCC2=C1N=C(N=C2C2=CC=C1CCN(CC1=C2)S(=O)(=O)C)N2[C@H]([C@@H](C2)O)C)F (2S,3R)-1-(7,7-difluoro-4-(2-(methylsulfonyl)-1,2,3,4-tetrahydroisoquinolin-7-yl)-6,7-dihydro-5H-cyclopenta[d]pyrimidin-2-yl)-2-methylazetidin-3-ol